2-iodo-2,4-dimethylpentane IC(C)(CC(C)C)C